ethyl 7-chloro-5-methyl-1-[3-(5-methylpyridin-3-yl)-1,2,4-thiadiazol-5-yl]-4-oxo-1,4-dihydro-1,8-naphthyridine-3-carboxylate ClC1=CC(=C2C(C(=CN(C2=N1)C1=NC(=NS1)C=1C=NC=C(C1)C)C(=O)OCC)=O)C